3,4,5-tris(methoxy)benzaldehyde COC=1C=C(C=O)C=C(C1OC)OC